(S)-(-)-2-AMINO-2-METHYL-4-PENTENOIC ACID HYDRATE C[C@](CC=C)(C(=O)O)N.O